2-(6-(4-cyanophenyl)-1,1-dioxido-1,2,6-thiadiazinan-2-yl)-N-(5-hydroxyadamantane-2-yl)acetamide C(#N)C1=CC=C(C=C1)N1CCCN(S1(=O)=O)CC(=O)NC1C2CC3CC(CC1C3)(C2)O